ClC1=NC=C(C(=N1)C1(CCOCC1)C(=O)OC)[N+](=O)[O-] methyl 4-(2-chloro-5-nitropyrimidin-4-yl)tetrahydro-2H-pyran-4-carboxylate